[Si](C)(C)(C(C)(C)C)OCCOCCC=O 3-(2-((tert-butyldimethylsilyl)oxy)ethoxy)propanal